2-((4-(trifluoromethyl)benzyl)thio)benzo[d]oxazol-7-carboxylic acid FC(C1=CC=C(CSC=2OC3=C(N2)C=CC=C3C(=O)O)C=C1)(F)F